(S)-2-(3-((4-(3,6-dihydro-2H-pyran-4-yl)pyrimidin-2-yl)oxy)pyrrolidin-1-yl)-N-(3-(2-((1,5-dimethyl-1H-pyrazol-3-yl)amino)-5-methylpyrimidin-4-yl)-1H-indol-7-yl)acetamide O1CCC(=CC1)C1=NC(=NC=C1)O[C@@H]1CN(CC1)CC(=O)NC=1C=CC=C2C(=CNC12)C1=NC(=NC=C1C)NC1=NN(C(=C1)C)C